NC1=NC=2C(C=3N1N=C(N3)C=3OC=CC3)=CN(N2)C(C(=O)N2CCN(CC2)C2=C(C=C(C=C2)F)F)CC(C)C 2-(5-amino-2-(furan-2-yl)-8H-pyrazolo[4,3-e][1,2,4]triazolo[1,5-c]pyrimidin-8-yl)-1-(4-(2,4-difluorophenyl)piperazin-1-yl)-4-methylpentan-1-one